N-acetyl-serotonin CC(=O)NCCC1=CNC2=C1C=C(C=C2)O